C(C1=CC=CC=C1)OC1=C(C=CC(=C1C(C)C)OCC1=CC=CC=C1)C(C)=O 1-(2,4-bis(benzyloxy)-isopropylphenyl)ethan-1-one